5-(4-((6-(3-ethylureido)-5-fluoropyrimidin-4-yl)methyl)piperidin-1-yl)-6-fluoro-N-methylpicolinamide C(C)NC(NC1=C(C(=NC=N1)CC1CCN(CC1)C=1C=CC(=NC1F)C(=O)NC)F)=O